C(C1=CC=CC=C1)OC(=O)N1CCC(CC1)C1=NC2=NC=NC(=C2N1)C#N 4-(6-Cyano-7H-purin-8-yl)piperidine-1-carboxylic acid benzyl ester